CCC1=CC=CC(=C1NC(=O)CCl)C The molecule is an aromatic amide obtained by formal condensation of the carboxy group of chloroacetic acid with the amnio group of 2-ethyl-6-methylaniline. It is an aromatic amide and an organochlorine compound. It derives from a chloroacetic acid.